BrC1=CC=C(C=C1)C1=CC=NC(=N1)C1=CC=CC=C1 6-(4-bromophenyl)-2-phenylpyrimidine